N-((2R)-6-(9-oxa-3,7-diazabicyclo[3.3.1]nonan-3-yl)-1,2,3,4-tetrahydronaphthalen-2-yl)-3-amino-6-methylthieno[2,3-b]pyridine-2-carboxamide C12CN(CC(CNC1)O2)C=2C=C1CC[C@H](CC1=CC2)NC(=O)C2=C(C=1C(=NC(=CC1)C)S2)N